oxaborole chloride salt [Cl-].O1B=CC=C1